FC1(CCN(CC1)C1=NC=2C(=CC(=CC2C=2N1C=CN2)C)C(=C)OCC)F 5-(4,4-difluoropiperidin-1-yl)-7-(1-ethoxyvinyl)-9-methylimidazo[1,2-c]quinazoline